2-Methyl-N-(1,2,3,4-tetrahydronaphthalen-1-yl)pyrido[3,2-d]pyrimidin-4-amine CC=1N=C(C2=C(N1)C=CC=N2)NC2CCCC1=CC=CC=C21